C(C)(C)(C)NC(C(=O)C1=C(C(=C(N1CCO)C)C(=O)NC1=CC(=C(C=C1)F)C)C)=O 5-(2-(tert-butylamino)-2-oxoacetyl)-N-(4-fluoro-3-methylphenyl)-1-(2-hydroxyethyl)-2,4-dimethyl-1H-pyrrole-3-carboxamide